tert-Butyl 3-oxo-2-oxa-4,9-diazaspiro[5.5]undecane-9-carboxylate O=C1OCC2(CN1)CCN(CC2)C(=O)OC(C)(C)C